1,2-dihydro-3H-benzo[e]isoindol-3-one C1NC(C=2C=CC3=C(C12)C=CC=C3)=O